(2S,3R,4R,5R)-4-[[3-(3,4-Difluoro-2-methoxy-phenyl)-4-ethyl-5-methyl-5-(trifluoromethyl)tetrahydrofuran-2-carbonyl]amino]pyridin-2-carboxamid FC=1C(=C(C=CC1F)[C@@H]1[C@H](O[C@]([C@@H]1CC)(C(F)(F)F)C)C(=O)NC1=CC(=NC=C1)C(=O)N)OC